C(C1=CC=CC=C1)C1=NC2=C(N1)C=CC(=C2)NC(CC2(C1CC3CC(CC2C3)C1)O)=O N-(2-Benzyl-1H-benzimidazol-5-yl)-2-(2-hydroxy-2-adamantyl)acetamide